C(C)(C)(C)[C@@H](CCC)N(NC(C1=C(C(=CC=C1)OC)CC)=O)C(C1=CC(=CC(=C1)C)C)=O (R)-3,5-dimethyl-benzoic acid N-(1-tertbutyl-butyl)-N'-(2-ethyl-3-methoxy-benzoyl)-hydrazide